N-(camphanesulfonyloxy)diphenylmaleimide C12(C(CC(CC1)C2(C)C)S(=O)(=O)ON2C(C(=C(C2=O)C2=CC=CC=C2)C2=CC=CC=C2)=O)C